C(C)C=1C(=C(C=CC1F)[C@H]1[C@@H](O[C@](C1)(C(F)(F)F)C)C(=O)NC1=CC(=NC=C1)C(=O)N)OC |r| rac-(2R,3S,5R)-4-[[3-(3-ethyl-4-fluoro-2-methoxy-phenyl)-5-methyl-5-(trifluoromethyl)tetrahydrofuran-2-carbonyl]amino]pyridine-2-carboxamide